N-((1S,3R)-3-((2'-(benzyloxy)-3',4,5',6-tetrafluoro-[1,1'-biphenyl]-3-yl)methyl)-3-(4-(chloromethyl)oxazol-2-yl)cyclopentyl)methanesulfonamide C(C1=CC=CC=C1)OC1=C(C=C(C=C1F)F)C1=CC(=C(C=C1F)F)C[C@]1(C[C@H](CC1)NS(=O)(=O)C)C=1OC=C(N1)CCl